COC(=O)C=1C=C2C(=NC1)N=C(N2C[C@H]2OCC2)CCl (S)-2-(chloromethyl)-1-(oxetan-2-ylmethyl)-1H-imidazo[4,5-b]pyridine-6-carboxylic acid methyl ester